(phenyl-(3-(trifluoromethyl)phenyl)methyl)pyridine C1(=CC=CC=C1)C(C1=CC(=CC=C1)C(F)(F)F)C1=NC=CC=C1